C(=O)C1CCC(CC1)C=1SC2=C(N1)C=C(C(=C2)NC(=O)C2=NC(=CC=C2)C(F)(F)F)C(C)(C)O N-[2-(4-formylcyclohexyl)-5-(1-hydroxy-1-methyl-ethyl)-1,3-benzothiazol-6-yl]-6-(trifluoromethyl)pyridine-2-carboxamide